3-(2-(trifluoromethoxy)ethoxy)prop-1-yne FC(OCCOCC#C)(F)F